3-(5-((4-(7-(((1s,3s)-adamantan-1-yl)amino)heptyl)piperazin-1-yl)methyl)-2-methyl-4-oxoquinazolin-3(4H)-yl)piperidine-2,6-dione C12(CC3CC(CC(C1)C3)C2)NCCCCCCCN2CCN(CC2)CC2=C3C(N(C(=NC3=CC=C2)C)C2C(NC(CC2)=O)=O)=O